7-bromo-4-chloro-5-methyl-5H-pyrrolo[3,2-d]pyrimidine BrC1=CN(C2=C1N=CN=C2Cl)C